5-amino-2,3-dihydro-1H-inden-1-one NC=1C=C2CCC(C2=CC1)=O